COC1=C(C(=C(C=C1)C)I)C 1-methoxy-3-iodo-2,4-dimethylbenzene